FC1=C2C(=C(\C(\C2=C(C=C1)F)=C/C1=CC=C(C=C1)C(F)(F)F)C)CC(=O)O (E)-2-(4,7-difluoro-2-methyl-1-(4-(trifluoromethyl)benzylidene)-1H-inden-3-yl)-acetic acid